(1S,2R)-2-(fluoromethyl)-N-(8-(methylamino)-5-(5-morpholinobenz[d]oxazol-2-yl)-2,7-naphthyridin-3-yl)cyclopropane-1-carboxamide FC[C@H]1[C@H](C1)C(=O)NC=1N=CC2=C(N=CC(=C2C1)C=1OC2=C(N1)C=C(C=C2)N2CCOCC2)NC